C(C)(C)(C)C=1C(=CC(=C(C1)C#CC=1N(C(=CN1)C(=O)NC1CN(C1)C(=O)OC(C)(C)C)C)O)Cl tert-Butyl 3-(2-((5-(tert-butyl)-4-chloro-2-hydroxyphenyl)ethynyl)-1-methyl-1H-imidazole-5-carboxamido)azetidine-1-carboxylate